C(C)(C)(C)OC(NC1=C(C=CC=C1)NC(C1=CC=C(C=C1)CCCN1CC(C1)CN(C(C(F)(F)F)=O)C1C(C1)C1=CC=C(C=C1)F)=O)=O tert-butyl(2-(4-(3-(3-((2,2,2-trifluoro-N-(2-(4-fluorophenyl)cyclopropyl)acetamido)methyl)azetidin-1-yl)propyl)benzamido)phenyl)carbamate